1,10-DIISOCYANODECANE [N+](#[C-])CCCCCCCCCC[N+]#[C-]